1H-indole-5-sulfonamide N1C=CC2=CC(=CC=C12)S(=O)(=O)N